1-butyl-2,3-dimethylimidazolium tris(trifluoromethylsulfonyl)methide [C-](S(=O)(=O)C(F)(F)F)(S(=O)(=O)C(F)(F)F)S(=O)(=O)C(F)(F)F.C(CCC)N1C(=[N+](C=C1)C)C